2,3,5-trimethyl-4-amino-p-phenylenediamine CC1=C(C=C(C(C1C)(N)N)C)N